FC1=CC=C(C=C1)NC(C(=O)NC)=O N2-(4-fluorophenyl)-N1-methyloxalamide